C1(CC1)C1=C(C=C(C=C1)[N+](=O)[O-])OCCCCC 1-cyclopropyl-4-nitro-2-(pentyloxy)benzene